N[C@@H](CCCNC(=N)N)C(CC)=O (S)-1-(4-amino-5-oxoheptyl)guanidine